C(C)(C)(C)OC(=O)C=1N=CSC1N(CC1=CC=C(C=C1)OC)S(=O)(=O)C1=CC(=C(C=C1)NC(C(C(=N)N)C)=O)F 5-[[4-[(3-amino-3-imino-2-methyl-propionyl)amino]-3-fluoro-phenyl]sulfonyl-[(4-methoxyphenyl)methyl]amino]thiazole-4-carboxylic acid tert-butyl ester